α-chloroisopropyl phenyl ketone C1(=CC=CC=C1)C(=O)C(C)(C)Cl